4-(dimethylamino)-2-butenamide CN(CC=CC(=O)N)C